NC=1N=C(SC1C(C1=C(C=CC=C1)F)=O)N(C1=CC=C(C=C1)F)C(C(=O)N)C (N-[4-Amino-5-(2-fluorobenzoyl)thiazol-2-yl]-4-fluoroanilino)propanamid